oleyl triacontanoate C(CCCCCCCCCCCCCCCCCCCCCCCCCCCCC)(=O)OCCCCCCCC\C=C/CCCCCCCC